3-(3,5-dimethyl-1H-pyrazol-1-yl)-3-(4-(3-(5,6,7,8-tetrahydro-1,8-naphthyridin-2-yl)propyl)thiazol-2-yl)propionic acid CC1=NN(C(=C1)C)C(CC(=O)O)C=1SC=C(N1)CCCC1=NC=2NCCCC2C=C1